5-cyano-8-phenylpyrazino[2,3-D]Pyridazine C(#N)C1=C2C(=C(N=N1)C1=CC=CC=C1)N=CC=N2